N-((5-(7-(((3S,4R)-3-fluoro-1-methylpiperidin-4-yl)amino)-3-(2,2,2-trifluoroethyl)pyrazolo[1,5-a]pyridin-2-yl)-1,3,4-thiadiazol-2-yl)methyl)cyclopropanecarboxamide F[C@H]1CN(CC[C@H]1NC1=CC=CC=2N1N=C(C2CC(F)(F)F)C2=NN=C(S2)CNC(=O)C2CC2)C